C1(CC1)C=1C=CC=NC1C(F)(F)F 5-Cyclopropyl-6-(trifluoromethyl)pyridin